COC(=O)C1=NN2C(C=CC=C2)=C1SCC 3-ethylthio-pyrazolo[1,5-a]Pyridine-2-carboxylic acid methyl ester